C(=O)(OC1CCC(CC1)C(C)(C)C)OOC(=O)OC1CCC(CC1)C(C)(C)C bis(4-tertiary butyl cyclohexyl) peroxydicarbonate